Cl.BrC=1C(=C(C=CC1[N+](=O)[O-])C(CN)C1=CC=CC=C1)F 2-(3-bromo-2-fluoro-4-nitrophenyl)-2-phenylethan-1-amine hydrochloride